(3S,6S)-8,13-dimethyl-17-oxa-2,5,8,13,14,22-hexazatetracyclo[16.3.1.13,6.012,16]tricosa-1(21),12(16),14,18(22),19-pentaen-7-one CN1C([C@H]2NC[C@@H](NC3=CC=CC(OC=4C=NN(C4CCC1)C)=N3)C2)=O